[N+](=O)(O)[O-].OC(C)C1=NC=CN1C 1-hydroxyethyl-3-methylimidazole nitrate salt